BrC1=CC=C2C=3N(C(COC31)(C(=O)N)C3=NC=CC=C3)C(N2)=O 7-bromo-2-oxo-4-pyridin-2-yl-1,2,4,5-tetrahydroimidazo[1,5,4-de][1,4]benzoxazine-4-carboxamide